ClC1=CC(=C2C(=CNC2=C1Cl)C=1C=NN(C1)C1OCCCC1)OCCF 6,7-dichloro-4-(2-fluoroethoxy)-3-(1-tetrahydropyran-2-ylpyrazol-4-yl)-1H-indole